Tert-butyl 4-amino-4-(6-chloropyridine-3-yl)piperidine-1-carboxylate NC1(CCN(CC1)C(=O)OC(C)(C)C)C=1C=NC(=CC1)Cl